Cl.FC1=CC=C(C=C1)C12CC(C1)(C2)C(C(C)C)N 1-(3-(4-fluorophenyl)bicyclo[1.1.1]pentan-1-yl)-2-methylpropan-1-amine hydrochloride